COC(C1=CC=C(C=C1)CN1C2=CC=CC=C2C=2CCN(CC12)C(C1=CC=C(C=C1)CCC)=O)=O 4-[2-(4-n-propylbenzoyl)-2,3,4,9-tetrahydro-1H-β-carbolin-9-ylmethyl]-benzoic acid methyl ester